sodium bis[(2-ethylhexyl oxy)] phosphate P(=O)(OOCC(CCCC)CC)(OOCC(CCCC)CC)[O-].[Na+]